tert-butyl (3-cyclopropyl-5-(((2-oxopiperidin-4-yl)methyl)amino)pyrazolo[1,5-a]pyrimidin-7-yl)(4-(pyridin-2-yl)benzyl)carbamate C1(CC1)C=1C=NN2C1N=C(C=C2N(C(OC(C)(C)C)=O)CC2=CC=C(C=C2)C2=NC=CC=C2)NCC2CC(NCC2)=O